CC1OC2=CC=CC=C2CC1 2-methyl-2,4-dihydro-chromen